tert-butyl (5R)-6-(3-cyano-4-(2,4-difluorophenyl)-5,6,7,8-tetrahydro-1,7-naphthyridin-2-yl)-5-methyl-2,6-diazaspiro[3.4]octane-2-carboxylate C(#N)C=1C(=NC=2CNCCC2C1C1=C(C=C(C=C1)F)F)N1[C@@H](C2(CN(C2)C(=O)OC(C)(C)C)CC1)C